C1(=CC=CC=C1)C1=NC(=NC(=N1)C1=CC=CC=C1)C1=C(C(=NC(=C1C=1C=C(C=CC1)N1C2=CC=CC=C2C=2C=CC=CC12)C=1C=C(C=CC1)N1C2=CC=CC=C2C=2C=CC=CC12)C=1C=C(C=CC1)N1C2=CC=CC=C2C=2C=CC=CC12)C=1C=C(C=CC1)N1C2=CC=CC=C2C=2C=CC=CC12 9,9',9'',9'''-((4-(4,6-diphenyl-1,3,5-triazin-2-yl)pyridine-2,3,5,6-tetrayl)tetrakis(benzene-3,1-diyl))tetrakis(9H-carbazole)